BrC1=C(C(=CC(=C1)Cl)C(N)=O)NC(=O)C=1N(N=C(C1)CN1N=C(N=N1)C1=CC=C(C=C1)Br)C1CC1 N-(2-bromo-6-carbamoyl-4-chloro-phenyl)-5-[[5-(4-bromophenyl)tetrazol-2-yl]methyl]-2-cyclopropyl-pyrazole-3-carboxamide